NC1=C(C=C(C=N1)NC(C(=O)N1[C@@H](CC[C@H](C1)C)C=1C=CC2=C(N=C(S2)C(F)(F)F)C1)=O)C |o1:12,15| rel-N-(6-amino-5-methyl-3-pyridyl)-2-[(2S,5R)-5-methyl-2-[2-(trifluoromethyl)-1,3-benzothiazol-5-yl]-1-piperidyl]-2-oxo-acetamide